6-chloro-N-(5-chloro-1-cyclopropyl-1H-pyrazol-4-yl)-7-(2-methyl-1-(oxetan-3-yl)piperidin-4-yl)quinazolin-2-amine ClC=1C=C2C=NC(=NC2=CC1C1CC(N(CC1)C1COC1)C)NC=1C=NN(C1Cl)C1CC1